C(C1=CC=CC=C1)N1C(C(=CC(=C1)C(=O)NC1CC(C1)(F)F)C(=O)NC)=O 1-benzyl-N5-(3,3-difluorocyclobutyl)-N3-methyl-2-oxo-1,2-dihydropyridine-3,5-dicarboxamide